bromo-(trimethyl)silane Br[Si](C)(C)C